magnesium potassium cyanide [C-]#N.[K+].[Mg+2].[C-]#N.[C-]#N